7-(3,6-diazabicyclo[3.1.1]heptane-3-yl)-2-(2,6-dioxopiperidin-3-yl)-4,5-difluoroisoindol C12CN(CC(N1)C2)C2=CC(=C(C1=CN(C=C21)C2C(NC(CC2)=O)=O)F)F